CN(C1=CC(=C(C(=O)C2=C(C(=O)O)C=CC=C2)C=C1)O)C 2-(4-dimethylamino-2-hydroxybenzoyl)benzoic acid